3-(2-Ethylhexyl-oxy)phenol C(C)C(COC=1C=C(C=CC1)O)CCCC